C(=O)(OCC1=CC=CC=C1)C(CCN)P(O)(=O)O Cbz-3-aminopropane-1-phosphonic acid